CNC(=O)C1(CN(CC1)C(=O)NC1=CC(=CC=C1)[C@H](C)SC1=NN=CN1C)C(F)(F)F N3-methyl-N1-(3-((S)-1-((4-methyl-4H-1,2,4-triazol-3-yl)thio)ethyl)phenyl)-3-(trifluoromethyl)pyrrolidine-1,3-dicarboxamide